CN(C(S)=S)C N,N-dimethyl-dithiocarbamic acid